FC(C1=CC=C(OC2=CC=C(OC3CN(C3)C=3C(=C(C(=O)O)C=CC3)N3C=CC=C3)C=C2)C=C1)(F)F 3-(3-(4-(4-(trifluoromethyl)phenoxy)phenoxy)azetidin-1-yl)2-(1H-pyrrol-1-yl)benzoic acid